4-(2-((2,4-difluorophenyl)amino)-5-(methylsulfonyl)-5H-pyrrolo[2,3-B]pyrazin-3-yl)-6-methyl-1,6-dihydro-7H-pyrrolo[2,3-c]pyridin-7-one FC1=C(C=CC(=C1)F)NC=1N=C2C(=NC1C=1C3=C(C(N(C1)C)=O)NC=C3)N(C=C2)S(=O)(=O)C